2-(pyrrolidin-1-yl)quinolin-7-ol N1(CCCC1)C1=NC2=CC(=CC=C2C=C1)O